ClC1=C(C(=CC=C1Cl)OC)C(N)C1=C(C=NC=C1)C 1-(2,3-dichloro-6-methoxyphenyl)-1-(3-methylpyridin-4-yl)methanamine